2-(benzotriazol-1-yl)-N-(cyclobutylmethyl)-N-[4-(1H-imidazol-4-yl)phenyl]acetamide N1(N=NC2=C1C=CC=C2)CC(=O)N(C2=CC=C(C=C2)C=2N=CNC2)CC2CCC2